(2R,4R)-N2-(5-((+)-1-(3-cyanophenyl)-3-cyclopropyl-1-((R)-1,1-dimethylethylsulfinamido)propyl)-2-fluorophenyl)-4-hydroxy-N1-(4-nitrophenyl)pyrrolidine-1,2-dicarboxamide C(#N)C=1C=C(C=CC1)C(CCC1CC1)(N[S@](=O)C(C)(C)C)C=1C=CC(=C(C1)NC(=O)[C@@H]1N(C[C@@H](C1)O)C(=O)NC1=CC=C(C=C1)[N+](=O)[O-])F